ClC=1C=C(C=CC1F)NC1=NC=NC2=CC(=C(C=C12)C1CN(C1)C(C=C)=O)OC 1-(3-(4-((3-chloro-4-fluorophenyl)amino)-7-methoxyquinazolin-6-yl)azetidin-1-yl)prop-2-en-1-one